methyl 3-methyl-2-[3-(2-[4-[(1r,3r)-3-[(5-[5-methyl-5H-pyrido[4,3-b]indol-7-yl]pyridin-2-yl)oxy]cyclobutoxy]piperidin-1-yl]ethoxy)-1,2-oxazol-5-yl]butanoate CC(C(C(=O)OC)C1=CC(=NO1)OCCN1CCC(CC1)OC1CC(C1)OC1=NC=C(C=C1)C=1C=CC=2C3=C(N(C2C1)C)C=CN=C3)C